(R)-(3-(Dimethylamino)pyrrolidin-1-yl)(3-(phenylethynyl)-1H-indazol-5-yl)methanone CN([C@H]1CN(CC1)C(=O)C=1C=C2C(=NNC2=CC1)C#CC1=CC=CC=C1)C